ClC1=CC=C(C(=O)NC2=C(C3=CC=CC=C3C=C2)C2=C(C(=CC=C2)OC)O)C=C1 4-chloro-N-(1-(2-hydroxy-3-methoxyphenyl)naphthalen-2-yl)benzamide